C(#N)C=1C=C2C(=NC1)N(C=C2)C2=NC=C(C(=O)NC1CCN(CC1)CC=1C=C3CN(C(C3=CC1)=O)C1C(NC(CC1)=O)=O)C(=C2)NC(C)C 6-(5-cyano-1H-pyrrolo[2,3-b]pyridin-1-yl)-N-(1-((2-(2,6-dioxopiperidin-3-yl)-1-oxoisoindoline-5-yl)methyl)piperidin-4-yl)-4-(isopropylamino)nicotinamide